6-(1-benzyl-1H-pyrazole-4-carbonyl)-N-((2S,3r)-3-(benzyloxy)-1-oxo-1-(piperidin-1-yl)butan-2-yl)-2-((S)-2,2-dimethylcyclopropanecarbonyl)-2,6-diazaspiro[3.4]Octane-8-carboxamide C(C1=CC=CC=C1)N1N=CC(=C1)C(=O)N1CC2(CN(C2)C(=O)[C@@H]2C(C2)(C)C)C(C1)C(=O)N[C@H](C(N1CCCCC1)=O)[C@@H](C)OCC1=CC=CC=C1